4-propyl-3,6-dihydropyridine-1(2H)-carboxylate C(CC)C=1CCN(CC1)C(=O)[O-]